1-(cis-3-methyl-6-picolinoyl-6-azabicyclo[3.1.1]heptan-1-yl)ethan-1-one CC=1C=NC(=CC1)C(=O)C1C2(NC(CC1)C2)C(C)=O